ClC1=C(C(=CC=C1Cl)OC)[C@H]1C[C@@H](N(C1)C(=O)OC(C)(C)C)C(=O)OC 1-tert-butyl 2-methyl (2R,4R)-4-(2,3-dichloro-6-methoxyphenyl)pyrrolidine-1,2-dicarboxylate